4,6-difluoropyrimidine FC1=NC=NC(=C1)F